C(C1=CC=CC=C1)N1CC2(CCC2)C(C1)CNS(=O)(=O)C1=CC=C(C=C1)OC(F)(F)F N-((6-benzyl-6-azaspiro[3.4]octan-8-yl)methyl)-4-(trifluoromethoxy)benzenesulfonamide